2-(biphenyl-4-yl)-3-phenyl-1-propene C1(=CC=C(C=C1)C(=C)CC1=CC=CC=C1)C1=CC=CC=C1